NC1=NC=NN2C1=C(C=C2C=2C=CC(=C(C(=O)N[C@@H]1CN(C[C@@H]1F)C(C(C(F)(F)F)C)=O)C2)Cl)CN2CCC(CC2)C(F)(F)F 5-(4-amino-5-{[4-(trifluoromethyl)piperidin-1-yl]methyl}pyrrolo[2,1-f][1,2,4]triazin-7-yl)-2-chloro-N-[(3R,4S)-4-fluoro-1-(3,3,3-trifluoro-2-methylpropanoyl)pyrrolidin-3-yl]benzamide